N-(3-(acetyliminomethyl)benzyl)-4-(3-methyl-5-oxo-4,5-dihydro-1H-pyrazol-1-yl)benzamide C(C)(=O)N=CC=1C=C(CNC(C2=CC=C(C=C2)N2N=C(CC2=O)C)=O)C=CC1